2-ethoxy-1,4-naphthoquinone C(C)OC=1C(C2=CC=CC=C2C(C1)=O)=O